1-(3-chlorophenyl)-2-(6-(2-(3-methylbenzylidene)hydrazinyl)-2-morpholino-9H-purin-9-yl)ethane-1-on ClC=1C=C(C=CC1)C(CN1C2=NC(=NC(=C2N=C1)NN=CC1=CC(=CC=C1)C)N1CCOCC1)=O